FC=1C(=C(C=CC1F)[C@@H]1[C@H](O[C@]([C@@H]1C)(C)C(F)F)C(=O)NC1=CC(=NC=C1)C(=O)N)OC 4-((2S,3R,4R,5S)-3-(3,4-difluoro-2-methoxyphenyl)-5-(difluoromethyl)-4,5-dimethyltetrahydrofuran-2-carboxamido)picolinamide